carboxyanilinium C(=O)(O)[NH2+]C1=CC=CC=C1